(3-fluoro-2-methoxy-4-pyridinyl)methanone FC=1C(=NC=CC1C=O)OC